C1=CC=CC=2C3=CC=CC=C3C(C12)COC(=O)N[C@H](C(=O)OC(C)(C)C)CC=1C=NC(=NC1)C#N tert-butyl (S)-2-((((9H-fluoren-9-yl)methoxy)carbonyl)amino)-3-(2-cyanopyrimidin-5-yl)propanoate